ClC1=NC=C(C(=N1)C)C=C 2-chloro-4-methyl-5-vinylpyrimidine